NC=1C(=C(C(=CC1)F)C=1C=CC=2N(C1)C=NC2C(=O)OC)C methyl 6-(3-amino-6-fluoro-2-methylphenyl)imidazo[1,5-a]pyridine-1-carboxylate